5-((2,2-difluorocyclopropyl)methoxy)-1,3,4-thiadiazol-2-amine FC1(C(C1)COC1=NN=C(S1)N)F